butyl 4-{4-[4-(2,6-dioxopiperidin-3-yl)phenyl]but-3-yn-1-yl}piperazine-1-carboxylate O=C1NC(CCC1C1=CC=C(C=C1)C#CCCN1CCN(CC1)C(=O)OCCCC)=O